C[C@@H]1N(CC1)C=1N=C(C2=C(N1)CCC2)C=2C=C1[C@]3(C(NC1=CC2)=O)[C@@H](C3)C3=NNC=N3 (1R,2R)-5'-(2-((S)-2-methylazetidin-1-yl)-6,7-dihydro-5H-cyclopenta[d]pyrimidin-4-yl)-2-(1H-1,2,4-triazol-3-yl)spiro[cyclopropane-1,3'-indolin]-2'-one